trans-5-[2-(3-hydroxypiperidin-4-yl)methylaminopyrimidin-4-yl]-3-cyclobutylpyrazolo[1,5-a]pyrimidine Trifluoroacetate FC(C(=O)O)(F)F.O[C@@H]1CNCC[C@H]1CNC1=NC=CC(=N1)C1=NC=2N(C=C1)N=CC2C2CCC2